tert-Butyl 2-[7-({[tert-butyl(diphenyl)silyl]-oxy}methyl)-11-chloro-2-oxo-7,8-dihydro-2H-[3]benzoxocino[5,6-c]pyridin-3(5H)-yl]-3-[(2R)-1,4-dioxan-2-yl]propanoate [Si](C1=CC=CC=C1)(C1=CC=CC=C1)(C(C)(C)C)OCC1CC2=C(C=C(C=C2)Cl)C=2C(=CN(C(C2)=O)C(C(=O)OC(C)(C)C)C[C@H]2OCCOC2)CO1